ClC1=C(C(=NC=C1)C(=O)O)F 4-Chloro-3-fluoro-pyridine-2-carboxylic acid